4-fluoro-4-deoxyfructose methyl-(2S)-2-[(2S)-2-[(4-methoxy-1H-indol-2-yl)-formamido]-4-methylpentanamido]-3-[(3S)-2-oxopyrrolidin-3-yl]propanoate C[C@@](C(=O)O)(C[C@H]1C(NCC1)=O)NC([C@H](CC(C)C)NC(=O)C=1NC2=CC=CC(=C2C1)OC)=O.F[C@@H]([C@@H](C(CO)=O)O)[C@H](O)CO